CC(C(=O)C1=CC=C(C=C1)SC)(C)N1CCOCC1 2-methyl-2-4-morpholinyl-1-[4-methylthiophenyl]-1-propanone